CCCCCCCC(CCCCCCCCCCCCCCCCCCCCC=O)=O nonacosane-8,29-dione